C(CC)OP(=O)(C1CCCCC1)C=C vinylcyclohexyl-phosphinic acid propyl ester